6-isononyl-2,4-xylenol C(CCCCCC(C)C)C=1C=C(C=C(C1O)C)C